7-cyclopropyl-2-(trifluoromethyl)-3-[1-(3,3,3-trifluoroprop-yl)-1H-pyrazol-4-yl]4H-pyrido[1,2-a]pyrimidin-4-one C1(CC1)C=1C=CC=2N(C(C(=C(N2)C(F)(F)F)C=2C=NN(C2)CCC(F)(F)F)=O)C1